CC1=C(C=CC=C1C1=CC=2C(=NC=C(C2)CN2[C@@H](CCCC2)C(=O)O)O1)C1=CC=CC=C1 (2S)-1-{[2-(2-Methylbiphenyl-3-yl)furo[2,3-b]pyridin-5-yl]methyl}piperidine-2-carboxylic acid